4-((cis)-4-benzyl-6-methylmorpholin-2-yl)butan-1-ol C(C1=CC=CC=C1)N1C[C@H](O[C@H](C1)C)CCCCO